3-(5-(1-((3-methylisoxazol-5-yl)methyl)piperidin-4-yl)-1-oxoisoindolin-2-yl)piperidine-2,6-dione CC1=NOC(=C1)CN1CCC(CC1)C=1C=C2CN(C(C2=CC1)=O)C1C(NC(CC1)=O)=O